N[C@H]1C[C@@H](N(CC1)CC1=C2C=CN(C2=C(C=C1OC)C)C(=O)OC(C)(C)C)C1=CC=C(C=C1)C(=O)OC |r| (±)-tert-butyl 4-(((trans)-4-amino-2-(4-(methoxycarbonyl)phenyl)piperidin-1-yl)methyl)-5-methoxy-7-methyl-1H-indole-1-carboxylate